N-(5-(5-acetyl-4,5,6,7-tetrahydropyrazolo[1,5-a]pyrazin-2-yl)-4-((2-(1,1-difluoroethyl)-6-methylpyrimidin-4-yl)amino)pyridin-2-yl)acetamide trifluoroacetate FC(C(=O)O)(F)F.C(C)(=O)N1CC=2N(CC1)N=C(C2)C=2C(=CC(=NC2)NC(C)=O)NC2=NC(=NC(=C2)C)C(C)(F)F